FC(C)(F)C1=NC(=CC(=N1)NC1=CC(=NC=C1C1=NC=C(N=C1)CN1CCOCC1)NC(C)=O)CC N-(4-((2-(1,1-difluoroethyl)-6-ethylpyrimidin-4-yl)amino)-5-(5-(morpholinomethyl)pyrazin-2-yl)pyridin-2-yl)acetamide